FC1=C(C=CC(=C1)F)C(N1CCN(CC1)C(=O)C=1C=C2C(N(C(C2=CC1)=O)C1C(NC(CC1)=O)=O)=O)C1=C(C=C(C=C1)F)F 5-(4-(bis(2,4-difluorophenyl)methyl)piperazine-1-carbonyl)-2-(2,6-dioxopiperidin-3-yl)isoindoline-1,3-dione